1-cyclopropyl-7-(1-((2,4-diaminopyrimidin-5-yl)methyl)indolin-5-yl)-6,8-difluoro-4-oxo-1,4-dihydroquinoline-3-carboxylic acid compound with acetic acid C(C)(=O)O.C1(CC1)N1C=C(C(C2=CC(=C(C(=C12)F)C=1C=C2CCN(C2=CC1)CC=1C(=NC(=NC1)N)N)F)=O)C(=O)O